C(#N)C(C(C#N)(C#N)C#N)NC(NC1=CC=CC=C1)=N N'-tetracyanoethyl-phenyl-guanidine